[C@H]12CN(C[C@H](CC1)N2)C=2C1=C(N=C(N2)OCC23N(C=4C=CC=CC4C2)CCC3)C(=C(N=C1)C1=CC(=CC3=CC=CC(=C13)C#C)O)F 4-(4-((1R,5S)-3,8-diazabicyclo-[3.2.1]octan-3-yl)-2-((2,3-dihydro-1H-pyrrolo[1,2-a]-indol-9a(9H)-yl)methoxy)-8-fluoropyrido[4,3-d]-pyrimidin-7-yl)-5-ethynylnaphthalen-2-ol